thymidine-15N2 [C@@H]1(C[C@H](O)[C@@H](CO)O1)[15N]1C(=O)[15NH]C(=O)C(C)=C1